4-(6-(3-((2-(3-carboxypropionyl)-6-methoxyisoindolin-5-yl)oxy)propoxy)-4-fluoro-5-methoxyisoindolin-2-yl)-4-oxobutanoic acid C(=O)(O)CCC(=O)N1CC2=CC(=C(C=C2C1)OCCCOC1=C(C(=C2CN(CC2=C1)C(CCC(=O)O)=O)F)OC)OC